C(=O)=C1N(C2(CC2)C(N(C1)C(=O)OC(C)(C)C)=C=O)C(=O)OC(C)(C)C di-tert-butyl 5,8-dicarbonyl-4,7-diazaspiro[2.5]octane-4,7-dicarboxylate